(benzo[d]thiazol-7-yl)-N'-(2-(3,4-dichlorophenyl)-2,2-difluoroacetyl)-2-((S)-2,2-dimethylcyclopropane-1-carbonyl)-2,6-diazaspiro[3.4]octane-8-carbohydrazide S1C=NC2=C1C(=CC=C2)C2N(CC21CNCC1C(=O)NNC(C(F)(F)C1=CC(=C(C=C1)Cl)Cl)=O)C(=O)[C@@H]1C(C1)(C)C